ClC1=CC=C(C(=N1)OC)CN1N=NC(=C1)C=O 1-((6-chloro-2-methoxypyridin-3-yl)methyl)-1H-1,2,3-triazole-4-carbaldehyde